[N+](=[N-])=CC(CC[C@@H](C(=O)OC(C)C)NC(CS(=O)CC)=O)=O isopropyl (2S)-6-diazo-2-(2-(ethylsulfinyl)acetamido)-5-oxohexanoate